5-(2-fluoro-6-methylphenyl)-3-(2-methoxy-4-(4-methylpiperazin-1-yl)phenyl)-1H-pyrazolo[4,3-c]pyridazin-6(5H)-one FC1=C(C(=CC=C1)C)N1N=C2C(=CC1=O)NN=C2C2=C(C=C(C=C2)N2CCN(CC2)C)OC